5-bromo-1,3-dimethyl-1H-indazole BrC=1C=C2C(=NN(C2=CC1)C)C